C1CCC2=C(C=3CCCC3C=C12)NC(=O)NS(=O)(=O)\C=C\[C@H]1N(CCC1)C (S,E)-N-((1,2,3,5,6,7-Hexahydro-s-indacen-4-yl)carbamoyl)-2-(1-methylpyrrolidin-2-yl)ethensulfonamid